Dimethylsilylenebis(2,5-dimethyl-3-phenylcyclopentadienyl)zirconium dichloride [Cl-].[Cl-].C[Si](=[Zr+2](C1C(=C(C=C1C)C1=CC=CC=C1)C)C1C(=C(C=C1C)C1=CC=CC=C1)C)C